iron (iv) chloride [Fe](Cl)(Cl)(Cl)Cl